3-propylhexyl 8-({3-[(tert-butoxycarbonyl)amino]propyl}[8-oxo-8-(undecan-6-yloxy)octyl]amino)octanoate C(C)(C)(C)OC(=O)NCCCN(CCCCCCCC(=O)OCCC(CCC)CCC)CCCCCCCC(OC(CCCCC)CCCCC)=O